4-(5-(azetidin-1-yl)-1H-benzo[d]imidazol-2-yl)-6-methoxy-3-methylbenzene-1,2-diol N1(CCC1)C1=CC2=C(NC(=N2)C=2C(=C(C(=C(C2)OC)O)O)C)C=C1